N-((S)-1-oxo-6-(((1R,2S)-2-phenylcyclopropyl)amino)-1-(pyrrolidin-1-yl)hex-2-yl)benzamide O=C([C@H](CCCCN[C@H]1[C@@H](C1)C1=CC=CC=C1)NC(C1=CC=CC=C1)=O)N1CCCC1